C(C1=CC=CC=C1)N1C[C@@H]2C[C@]2(C1)C(F)(F)F (1R,5S)-3-benzyl-5-(trifluoromethyl)-3-azabicyclo[3.1.0]hexane